C1(=CCCCC1)C=1N(N=C(C1)C)C1=CC=CC=C1[C@H](C)C1=CC=C(C=C1)OC (R)-3-(cyclohex-1-en-1-yl)-6-(1-(4-methoxyphenyl)ethyl)-5-methyl-2-phenylpyrazol